(3,6-dichloro-1,2,4-triazin-5-yl)-2,6-diazaspiro[3.4]Octane-2-carboxylic acid ClC=1N=NC(=C(N1)C1N(CC12CNCC2)C(=O)O)Cl